butyl 3-hydroxy-4-methylidenepyrrolidine-1-carboxylate OC1CN(CC1=C)C(=O)OCCCC